methyl 2-(3-((4-(pyridazin-3-yl)phenyl)amino)phenyl)-1H-imidazo[4,5-c]pyridine-6-carboxylate N1=NC(=CC=C1)C1=CC=C(C=C1)NC=1C=C(C=CC1)C=1NC2=C(C=NC(=C2)C(=O)OC)N1